(2S,4r)-1-[(2S)-3,3-dimethyl-2-[4-[(1-oxo-1,4-thiazinan-4-yl)methyl]triazol-1-yl]butyryl]-4-hydroxy-N-methyl-pyrrolidine-2-carboxamide CC([C@@H](C(=O)N1[C@@H](C[C@H](C1)O)C(=O)NC)N1N=NC(=C1)CN1CCS(CC1)=O)(C)C